3-chloro-N-(4-fluoro-2,6-diisopropylphenyl-carbamoyl)-5-(2-hydroxypropan-2-yl)benzenesulfonamide ClC=1C=C(C=C(C1)C(C)(C)O)S(=O)(=O)NC(NC1=C(C=C(C=C1C(C)C)F)C(C)C)=O